6-(3-chloro-6-(difluoromethyl)-2-fluorophenyl)-3-ethylpyrazine-2-carboxylic acid ClC=1C(=C(C(=CC1)C(F)F)C1=CN=C(C(=N1)C(=O)O)CC)F